N1(C=NC2=C1C=CC=C2)C(C(=O)N2C(CC(C2)F)C(=O)NC(C2=CC=CC=C2)C2=NC(=C(C=C2)C2(CC2)C)F)C 1-[2-(1H-1,3-benzodiazol-1-yl)propanoyl]-4-fluoro-N-{[6-fluoro-5-(1-methylcyclopropyl)pyridin-2-yl](phenyl)methyl}pyrrolidine-2-carboxamide